tert-butyl ((5-((5-(methylsulfonyl)-4'-(trifluoromethyl)-[1,1'-biphenyl]-3-yl)sulfonyl)thiazol-2-yl)methyl)carbamate CS(=O)(=O)C=1C=C(C=C(C1)C1=CC=C(C=C1)C(F)(F)F)S(=O)(=O)C1=CN=C(S1)CNC(OC(C)(C)C)=O